ClC1=CC=C(CN2CCN(C3=CC=CC=C23)C(CN2CCCCC2)=O)C=C1 1-(4-(4-chlorobenzyl)-3,4-dihydroquinoxaline-1(2H)-yl)-2-(piperidin-1-yl)ethan-1-one